O.C(C(=O)[O-])(=O)[O-].[NH4+].[NH4+] Ammonium oxalat, Hydrate